O1CCN(CC1)C=1C2=C(N=C(N1)NC1=CC(=NN1)C1=CC=NC=C1)C1=C(O2)N=CC=C1 4-Morpholino-N-(3-(pyridin-4-yl)-1H-pyrazol-5-yl)pyrido[3',2':4,5]furo[3,2-d]pyrimidin-2-amine